C(#N)C(C(=O)OCCCCCCCC)=C Octyl α-cyanoacrylate